7-amino-6-bromo-N-((5-(difluoromethyl)-2-pyridinyl)methyl)-N-((1R)-1-(2-pyrimidinyl)ethyl)-1,8-naphthyridine-3-carboxamide NC1=C(C=C2C=C(C=NC2=N1)C(=O)N([C@H](C)C1=NC=CC=N1)CC1=NC=C(C=C1)C(F)F)Br